C(#N)C1=CC=C(C=C1)S(=O)(=O)OC1=CC=C(C=C1)C1=CN=C(S1)C=1C=NC=CC1 4-(2-(pyridin-3-yl)thiazol-5-yl)phenyl 4-cyanobenzenesulfonate